tert-butyl (2R)-4-(carbamoylmethyl)-2-[2,3-dichloro-6-(methoxymethoxy)phenyl]pyrrolidine-1-carboxylate C(N)(=O)CC1C[C@@H](N(C1)C(=O)OC(C)(C)C)C1=C(C(=CC=C1OCOC)Cl)Cl